3-(piperidin-4-yl)-1H-pyrazol N1CCC(CC1)C1=NNC=C1